4-((4-bromophenyl-ethyl)amino)-3-methoxy-5-nitrobenzonitrile BrC1=CC=C(C=C1)CCNC1=C(C=C(C#N)C=C1[N+](=O)[O-])OC